ClC=1C=C(N)C=C(C1OC1=CC=C2C(=N1)C(=CN2)C(C)C)Cl 3,5-dichloro-4-([3-isopropyl-1H-pyrrolo[3,2-b]pyridin-5-yl]oxy)aniline